1-(4-amino-1,2,5-oxadiazol-3-yl)-N'-(4-ethoxybenzylidene)-1H-1,2,3-triazole-4-carbohydrazide NC=1C(=NON1)N1N=NC(=C1)C(=O)NN=CC1=CC=C(C=C1)OCC